N1-(5-(3-(2,2-difluoroethyl)-2-methyl-3H-imidazo[4,5-b]pyridin-5-yl)pyrrolo[2,1-f][1,2,4]triazin-2-yl)cyclobutane-1,3-diamine FC(CN1C(=NC=2C1=NC(=CC2)C=2C=CN1N=C(N=CC12)NC1CC(C1)N)C)F